Cl.N[C@H](CO)C=C (2S)-2-aminobut-3-en-1-ol hydrochloride